ClC=1C(=NC=C(C1)F)N1[C@@H](C[C@@H](CC1)C(=O)O)C |r| (2RS,4RS)-1-(3-chloro-5-fluoropyridin-2-yl)-2-methylpiperidine-4-carboxylic acid